CC=1SC(=C(N1)C)C=1C=NC=2CCN(CC2C1)C1=C(C=C(C=N1)C#N)C 6-[3-(2,4-dimethylthiazol-5-yl)-7,8-dihydro-5H-1,6-naphthyridin-6-yl]-5-methyl-pyridine-3-carbonitrile